C(C)(C)C1=CN=C2N1C=C(C=C2NC2CCN(CC2)C[C@@H]2CN(CCO2)C(C=C)=O)C(F)(F)F 1-[(2R)-2-[[4-[[3-isopropyl-6-(trifluoromethyl)imidazo[1,2-a]pyridin-8-yl]amino]-1-piperidyl]methyl]morpholin-4-yl]prop-2-en-1-one